COC1=NC=2C=CC=CC2C=2C1=CN(N2)C2=CC=CC=C2 4-Methoxy-2-phenyl-2H-pyrazolo[4,3-c]quinoline